N-methyl-N-(methyl-d3)-1-propylamine CN(C([2H])([2H])[2H])CCC